8-hydroxy-2,11-dimethyl-7,9-dioxo-N-(2,4,6-trifluorobenzyl)-1a,2,7,9,11,11a-hexahydro-1H-3,10-methanocyclopropa[g]pyrido[1,2-b][1,2,5]triazonine-6-carboxamide OC=1C(C(=CN2N3C(C4C(C(N(C(C21)=O)C3)C)C4)C)C(=O)NCC4=C(C=C(C=C4F)F)F)=O